N,N'-bis(3-aminopropyl)-1,4-butanediamine tetrasodium hydrochloride Cl.[Na].[Na].[Na].[Na].NCCCNCCCCNCCCN